CNC1=C(C=CC(=C1)C(F)(F)F)C1=NN=C(C2=CC=CC=C12)N[C@H]1CN(CCC1)C 4-[2-(methylamino)-4-(trifluoromethyl)phenyl]-N-[(3R)-1-methylpiperidin-3-yl]phthalazin-1-amine